BrC1=CC2=C(OC=3C(=NC=CN3)O2)C=C1N 8-bromobenzo[5,6][1,4]dioxino[2,3-b]pyrazin-7-amine